tetrahydro-2H-pyran-2,3,4-triol O1C(C(C(CC1)O)O)O